CN1CCN(CC1)CCCSC1=NC=2N(C(=N1)NC1=C(C=C(C(=C1)[N+](=O)[O-])F)OC)N=CC2 2-(3-(4-methylpiperazino)propylthio)-4-(2-methoxy-4-fluoro-5-nitrophenylamino)pyrazolo[1,5-a][1,3,5]triazine